1,2-dicarboxylcyclohexane C(=O)(O)C1C(CCCC1)C(=O)O